FC=1C(=C(C(=O)N)C=CC1F)C 3,4-difluoro-2-methylbenzamide